2-methyl-5-nitroisoindoline CN1CC2=CC=C(C=C2C1)[N+](=O)[O-]